C(C1CO1)OCCC[Si](O[Si](C)(C)C)(C)C 1-(3-glycidoxypropyl)1,1,3,3,3-pentamethyl-disiloxane